C(CCCCCCC)N1CCOCC1 N-octylmorpholin